C[SiH](O[SiH2]O)C (dimethylsiloxy)siloxane hydride